OC=1C=C(/C=C/N2C(=CC(C=C2)=O)C)C=CC1OC (E)-1-(3-hydroxy-4-methoxystyryl)-2-methylpyridin-4(1H)-one